6-(3-cyanopyrrolo[1,2-b]pyridazin-7-yl)-4-(((1r,4R)-4-(1-(difluoromethyl)-5-methyl-1H-pyrazol-4-yl)cyclohexyl)amino)-N-((R)-2-fluoro-3-hydroxy-3-methylbutyl)nicotinamide C(#N)C1=CC=2N(N=C1)C(=CC2)C2=NC=C(C(=O)NC[C@H](C(C)(C)O)F)C(=C2)NC2CCC(CC2)C=2C=NN(C2C)C(F)F